FC1=C(C=C(C=C1)C1=NC(=NS1)C)NCC(=O)OCC ethyl (2-fluoro-5-(3-methyl-1,2,4-thiadiazol-5-yl)phenyl)glycinate